C(C)(C)(C)C=1C=C(C=C(C1O)C(C)(C)C)C(C(=O)O)C.C([C@H](O)[C@H](O)CO)O.C([C@H](O)[C@H](O)CO)O.C([C@H](O)[C@H](O)CO)O.C([C@H](O)[C@H](O)CO)O.C([C@H](O)[C@H](O)CO)O pentaerythritol β-(3,5-di-t-butyl-4-hydroxyphenyl)propionate